2,6-di(2-methylpent-1-yl)cyclohexylamine CC(CC1C(C(CCC1)CC(CCC)C)N)CCC